N-(1-((3-(trifluoromethyl)phenyl)sulfonyl)-1,2,3,4-tetrahydroquinolin-3-yl)acrylamide FC(C=1C=C(C=CC1)S(=O)(=O)N1CC(CC2=CC=CC=C12)NC(C=C)=O)(F)F